methyl (R)-4-(N-(tert-butoxycarbonyl)-N-methyl-L-leucyl)morpholine-3-carboxylate C(C)(C)(C)OC(=O)N([C@@H](CC(C)C)C(=O)N1[C@H](COCC1)C(=O)OC)C